1-(4-methylbenzenesulfonyl)-7-(trifluoromethyl)-5,6-dihydro-4H-indol-7-ol CC1=CC=C(C=C1)S(=O)(=O)N1C=CC=2CCCC(C12)(O)C(F)(F)F